eth-ane-1-sulfonyl chloride C(C)S(=O)(=O)Cl